BrC1=CC=C(C=C1)/C=C/C(=O)C1=C(C=CC=C1O)O (E)-3-(4-Bromophenyl)-1-(2,6-dihydroxyphenyl)prop-2-en-1-one